FC1=C(C=C(C=C1)F)C=1NCCC1 2-(2,5-difluorophenyl)-pyrroline